tetrabutylphosphonium γ-methyl-4-(2-oxiranylmethoxy)-γ-[4-(2-oxiranylmethoxy)phenyl]-benzenebutanoate CC(CCC(=O)[O-])(C1=CC=C(C=C1)OCC1OC1)C1=CC=C(C=C1)OCC1OC1.C(CCC)[P+](CCCC)(CCCC)CCCC